N7-(5-methyl-1H-pyrazol-3-yl)-N5-((1R,3s,5S)-9-(phenylsulfonyl)-9-azabicyclo[3.3.1]nonan-3-yl)-1,6-naphthyridine-5,7-diamine CC1CC(NN1)NC2=NC(=C3C=CC=NC3=C2)NC4C[C@H]5CCC[C@@H](C4)N5S(=O)(=O)C6=CC=CC=C6